2-(1,3,2-dioxaborinan-2-yl)benzonitrile O1B(OCCC1)C1=C(C#N)C=CC=C1